5-(2,2,2-trifluoroethyl)pyridazin-3(2H)-one FC(CC1=CC(NN=C1)=O)(F)F